C(C1=CC=CC=C1)OCCOCCOCCOC1=C(C=C(C(=O)O)C=C1OCCOCCOCCOCC1=CC=C(C=C1)OC)OCCOCCOCCOCC1=CC=C(C=C1)OC 4-(2-(2-(2-(Benzyloxy)ethoxy)ethoxy)ethoxy)-3,5-bis(2-(2-(2-((4-methoxybenzyl)oxy)ethoxy)ethoxy)ethoxy)benzoic acid